C(C1=CC=CC=C1)OC1(C2=NN=C(C=3C(=CC(=C(N4CCC[C@H]4CC=CCC1)N3)C=3COCC3)[N+](=O)[O-])O2)C(F)(F)F (12S)-6-(benzyloxy)-18-(2,5-dihydrofuran-3-yl)-20-nitro-6-(trifluoromethyl)-22-oxa-3,4,16,21-tetraazatetracyclo[15.3.1.12,5.012,16]docosa-1(21),2,4,9,17,19-hexaene